O=C1NC=CC(=C1)NC(NCCCCCCCCCCCC(=O)O)=O 12-(3-(2-oxo-1,2-dihydropyridin-4-yl)ureido)dodecanoic acid